N-(2,7-dichloro-9H-xanthen-9-yl)-2-oxo-6-(trifluoromethyl)-1,2-dihydropyridine-3-carboxamide ClC1=CC=2C(C3=CC(=CC=C3OC2C=C1)Cl)NC(=O)C=1C(NC(=CC1)C(F)(F)F)=O